ClC1=CC2=C(C3=C(O2)C=CC=C3F)C=C1 7-chloro-1-fluorodibenzo[b,d]furan